ClC1=C(C=CC(=C1)I)C(C)C1=C(C=C(C=C1)I)Cl 1,1-bis-(2-chloro-4-iodophenyl)ethane